CC(C(C)O)O methyl-1,2-propanediol